4,5-dimethoxy-2-nitrobenzoyl alcohol COC1=CC(=C(C(=O)O)C=C1OC)[N+](=O)[O-]